(R)-3-(2-hydroxypropoxy)-1-(4-(5-(trifluoromethyl)pyrimidin-2-yl)piperazin-1-yl)propan-1-one O[C@@H](COCCC(=O)N1CCN(CC1)C1=NC=C(C=N1)C(F)(F)F)C